OC1=C(C=CC(=C1)OCC(COCCCC)O)C1=NC(=NC(=N1)C1=C(C=C(C=C1)C)C)C1=C(C=C(C=C1)C)C 2-[2-hydroxy-4-(2-hydroxy-3-butyloxypropyloxy)phenyl]-4,6-bis(2,4-dimethylphenyl)-1,3,5-triazine